2-amino-6-(benzylthio)pyridine-3,5-dicarbonitrile NC1=NC(=C(C=C1C#N)C#N)SCC1=CC=CC=C1